C(C)(=O)N1C=[NH+]C=C1 N-acetylimidazolium